1-[(4-methoxyphenyl)methyl]-6-quinazolin-2-yloxy-3,4-dihydroquinolin-2-one COC1=CC=C(C=C1)CN1C(CCC2=CC(=CC=C12)OC1=NC2=CC=CC=C2C=N1)=O